BrC=1C(=CC2=C(N=C3N2C=CC(=C3)N3CC(C3)F)C1)F 7-Bromo-8-fluoro-3-(3-fluoroazetidin-1-yl)benzo[4,5]imidazo[1,2-a]pyridine